1-(But-2-yn-1-yloxy)but-2-yn C(C#CC)OCC#CC